2-(6-(((1r,2r)-2-hydroxycyclohexyl)amino)-4-methylpyridazin-3-yl)-5-methylpyridin-3-ol O[C@H]1[C@@H](CCCC1)NC1=CC(=C(N=N1)C1=NC=C(C=C1O)C)C